C1(CCCC1)N1C(C(=CC2=C1N=C(N=C2)NC2=CC(=C(C=C2)N2CCC(CC2)O)F)C#N)=O 8-cyclopentyl-2-((3-fluoro-4-(4-hydroxypiperidin-1-yl)phenyl)amino)-7-oxo-7,8-dihydropyrido[2,3-d]pyrimidine-6-carbonitrile